S(=O)(=O)(O)C1=CC=C(C=C1)N1N=C(CC1=O)C(=O)O 1-(4'-sulfophenyl)-3-carboxyl-5-pyrazolone